1-bromo-3-(2-methoxyvinyl)benzene BrC1=CC(=CC=C1)C=COC